FC1=C(C(=CC=C1OC)N1N=NC(=C1)C)CNC(=O)C=1C(=NN(C1)CC1=CC=C2CCN(C(C2=C1)=O)C)COC N-{[2-Fluoro-3-methoxy-6-(4-methyl-1,2,3-triazol-1-yl)phenyl]methyl}-3-(methoxymethyl)-1-[(2-methyl-1-oxo-3,4-dihydroisoquinolin-7-yl)methyl]pyrazole-4-carboxamide